FC1=CC(=C(C=C1)C(\C=C\C1=CC=CC=C1)=O)O (E)-1-(4-fluoro-2-hydroxyphenyl)-3-phenylprop-2-en-1-one